1,3-diethyl 2-[4-(difluoromethoxy)-2-(ethoxycarbonyl)-5-methoxyphenyl]propanedioate FC(OC1=CC(=C(C=C1OC)C(C(=O)OCC)C(=O)OCC)C(=O)OCC)F